CC1=NC(=CC=C1NC(=O)[C@@H]1[C@H](CCCC1)C(=O)O)C1=C(C(=NO1)C)NS(=O)(=O)CC(C)C1=CC=CC=C1 |r| rac-(1S,2S)-2-((2-methyl-6-(3-methyl-4-((2-phenylpropyl)sulfonamido)isoxazol-5-yl)pyridin-3-yl)carbamoyl)cyclohexane-1-carboxylic acid